4-[2-(2-cyano-1,1-dimethyl-ethyl)-6-fluoro-1-(4-fluorophenyl)-4-hydroxy-indol-3-yl]Benzoic acid C(#N)CC(C)(C)C=1N(C2=CC(=CC(=C2C1C1=CC=C(C(=O)O)C=C1)O)F)C1=CC=C(C=C1)F